1,1-bis(2-methyl-4-hydroxy-5-tert-butylphenyl)butane CC1=C(C=C(C(=C1)O)C(C)(C)C)C(CCC)C1=C(C=C(C(=C1)C(C)(C)C)O)C